tert-butyl (S)-2-((((9H-fluoren-9-yl)methoxy)carbonyl)(methyl)amino)pent-4-enoate C1=CC=CC=2C3=CC=CC=C3C(C12)COC(=O)N([C@H](C(=O)OC(C)(C)C)CC=C)C